benzyl 4-(3-(2-(3,5-dibromo-4-cyano-1H-pyrazol-1-yl)ethyl)-4-nitrophenyl)piperazine-1-carboxylate BrC1=NN(C(=C1C#N)Br)CCC=1C=C(C=CC1[N+](=O)[O-])N1CCN(CC1)C(=O)OCC1=CC=CC=C1